FC1C(C1)C(=O)NC=1N=CC2=C(N=CC(=C2C1)C#CC1=CC=C(C=C1)OC)NC 2-fluoro-N-(5-((4-methoxyphenyl)ethynyl)-8-(methylamino)-2,7-naphthyridin-3-yl)cyclopropane-1-carboxamide